7-Nitro-2,3-dihydrobenzo[b][1,4]dioxine-6-carboxylic acid methyl ester COC(=O)C1=CC2=C(OCCO2)C=C1[N+](=O)[O-]